(2S,4S,5R,6R)-6-((1R,2R)-3-(4-chlorobenzamido)-1,2-dihydroxypropyl)-4-hydroxy-5-(2-hydroxyacetamido)-2-((6-(prop-2-yn-1-yloxy)hexyl)thio)tetrahydro-2H-pyran-2-carboxylic acid ClC1=CC=C(C(=O)NC[C@H]([C@@H](O)[C@H]2[C@@H]([C@H](C[C@@](O2)(C(=O)O)SCCCCCCOCC#C)O)NC(CO)=O)O)C=C1